naphtho[2,3-d][1,3]dioxan-6(5aH)-one O1COCC=2C1=CC1=CC=CC(C1C2)=O